CNCCN1CCOCC1 N-methyl-2-morpholinoethanamine